FC(C(C(F)(F)F)OB([O-])[O-])(F)F [hexafluoroisopropyl]borate